3-(4-(3,5-difluoro-2-(trifluoromethyl)phenyl)piperidine-1-carbonyl)-1,4,6,7-tetrahydro-5H-pyrazolo[4,3-c]pyridine-5-carboxylic acid methyl ester COC(=O)N1CC2=C(CC1)NN=C2C(=O)N2CCC(CC2)C2=C(C(=CC(=C2)F)F)C(F)(F)F